P(=O)(O)(O)O.CC1=NC=CC=N1 Methyl-pyrimidine phosphate